C1(CCCC1)N1C(=CC2=C1N=C(N=C2)NC2=CC=C(C=C2)N2CCN(CC2)CCN2CCNCC2)C(=O)N(C)C 7-cyclopentyl-N,N-dimethyl-2-[4-[4-(2-piperazin-1-ylethyl)-piperazin-1-yl]anilino]pyrrolo[2,3-d]pyrimidine-6-carboxamide